7-(4-methylbenzyloxy)-3-chromonic acid CC1=CC=C(COC2=CC=C3CC(C(OC3=C2)C(=O)O)=O)C=C1